N[C@H](C(=O)O)[C@@H](C)OC(C)(C)C (2s,3r)-2-amino-3-(tert-butoxy)butanoic acid